NO[C@H](CNC(OC(C)(C)C)=O)C (S)-tert-butyl (2-(aminooxy)propyl)carbamate